5-(3-ethylimidazo[1,2-a]pyrimidin-6-yl)-N-(cis-3-morpholinocyclobutyl)pyrrolo[2,1-f][1,2,4]triazin-2-amine C(C)C1=CN=C2N1C=C(C=N2)C=2C=CN1N=C(N=CC12)N[C@@H]1C[C@@H](C1)N1CCOCC1